4-((7-aminoheptyl)oxy)-2-(2,6-dioxopiperidin-3-yl)isoindoline-1,3-dione NCCCCCCCOC1=C2C(N(C(C2=CC=C1)=O)C1C(NC(CC1)=O)=O)=O